CN(C(OCC1=CC=CC=C1)=O)C1CCC(CC1)NC1=NC2=C(C=C(C=C2C=N1)Br)CC benzyl N-methyl-N-[(1r,4r)-4-[(6-bromo-8-ethylquinazolin-2-yl)amino]cyclohexyl]carbamate